ClC=1C=C(C(=NC1OCC1=C(C(=CC=C1)C1=CC2=C(OCCO2)C=C1)C)OC)CC(CN(C)C)N 1-((5-chloro-6-((3-(2,3-dihydrobenzo[b][1,4]dioxin-6-yl)-2-methylbenzyl)oxy)-2-methoxypyridin-3-yl)methyl)-N2,N2-dimethylethane-1,2-diamine